β-hydroxytyrosine OC([C@H](N)C(=O)O)C1=CC=C(C=C1)O